helium methane C.[He]